N(=[N+]=[N-])CCCC[C@H](C(=O)NCC(=O)NCC(=O)N[C@H](C(=O)O)CC1=CC=CC=C1)NC(=O)OCC1C2=CC=CC=C2C=2C=CC=CC12 (2S)-2-(2-{2-[(2R)-6-Azido-2-({[(9H-fluoren-9-yl)methoxy]carbonyl}amino)hexanamido]acetamido}acetamido)-3-phenylpropanoic acid